4-amino-1-((2R,3S,4S,5R)-5-(chloromethyl)-3,4-dihydroxy-5-(hydroxymethyl)tetrahydrofuran-2-yl)-5-fluoropyrimidin-2(1H)-one NC1=NC(N(C=C1F)[C@@H]1O[C@@]([C@H]([C@@H]1O)O)(CO)CCl)=O